C(=O)(OC(C)(C)C)N1[C@H](C[C@@H](C1)F)C(=O)O (2R,4S)-1-Boc-4-fluoropyrrolidine-2-carboxylic acid